NC1=C(N=C2N1C=CC(=C2C2=C(C=CC=C2OC)F)F)C(=O)NCCCC 3-Amino-N-butyl-7-fluoro-8-(2-fluoro-6-methoxyphenyl)imidazo[1,2-a]pyridine-2-carboxamide